C1(=CC=CC=C1)CCNC(=O)NC=1C=NC2=CC=CC=C2C1 1-(2-phenylethyl)-3-quinolin-3-ylurea